COC(=O)[C@H]1[C@@H](C1)CN1C=CC2=CC(=CC(=C12)Cl)OCC1=CC(=C(C=C1)C1CCCC1)C(F)(F)F (1R,2R)-2-((7-chloro-5-((4-cyclopentyl-3-(trifluoromethyl)benzyl)oxy)-1H-indol-1-yl)methyl)cyclopropane-1-carboxylic acid methyl ester